(3-chloro-6-fluorobenzo[b]thiophen-2-yl)(4-(trifluoromethoxy)phenyl)methanone ClC=1C2=C(SC1C(=O)C1=CC=C(C=C1)OC(F)(F)F)C=C(C=C2)F